S([O-])([O-])(=O)=O.[Na+].[Na+] sodium sulfurate